N-hexadecyl-1,3-propanediamine C(CCCCCCCCCCCCCCC)NCCCN